BrC=1C=C(C=C(C1OC)F)C1(OCCCC1)C 2-(3-bromo-5-fluoro-4-methoxyphenyl)-2-methyltetrahydro-2H-pyran